FC=1C=C(C=CC1)NC(=O)C1=NNC2=CC=CC=C12 N-(3-fluorophenyl)-1H-indazole-3-carboxamide